OC1=C(C=CC(=C1)C(F)(F)F)C1=C2C(=C(N=N1)N[C@@H]1[C@H]([C@@H](CCC1)O)O)C=NC=C2 (1R,2R,3S)-3-((1-(2-hydroxy-4-(trifluoromethyl)phenyl)pyrido[3,4-d]pyridazin-4-yl)amino)cyclohexane-1,2-diol